N-{1-cycloheptyl-2-oxo-2-[(2-oxospiro[indoline-3,4'-tetrahydropyran]-6-yl)amino]-ethyl}-2-methylpyrazole-3-carboxamide C1(CCCCCC1)C(C(NC1=CC=C2C(=C1)NC(C21CCOCC1)=O)=O)NC(=O)C=1N(N=CC1)C